N-(4-nitrosophenyl)acetamide N(=O)C1=CC=C(C=C1)NC(C)=O